(S)-1-((methoxycarbonyl)-L-valyl)pyrrolidin COC(=O)N[C@@H](C(C)C)C(=O)N1CCCC1